N=1N(N=CC1)C1(CC1)C(=O)OCC ethyl 1-(2H-1,2,3-triazol-2-yl)cyclopropane-1-carboxylate